[1-ethoxycarbothioylsulfanyl-2-(8-oxo-1,4-dioxaspiro[4.5]decan-7-yl)ethyl] 2,2-dimethylpropanoate CC(C(=O)OC(CC1CC2(OCCO2)CCC1=O)SC(=S)OCC)(C)C